2-(thiophene-2-yl)-2-(anilino)acetonitrile S1C(=CC=C1)C(C#N)NC1=CC=CC=C1